ClC=1C=C(C=C(C1OC=1C=C2C(=CC(=NC2=CC1)C)C1=CC=CC=C1)Cl)N1N=CC(NC1=O)=O 3,5-dichloro-4-((2-methyl-4-phenylquinolin-6-yl)oxy)phenyl-1,2,4-triazine-3,5(2h,4h)-dione